ClC=1C=CC(=C(C1)C1=C(C=NC(=C1)C)C(=O)NC=1SC(=NN1)OCC1=NC=C(C=C1)OC)OC 4-(5-chloro-2-methoxyphenyl)-N-(5-((5-methoxypyridin-2-yl)methoxy)-1,3,4-thiadiazol-2-yl)-6-methylpyridine-3-carboxamide